CS(=O)(=O)C1=CC(=C(C=C1)NCC#CC=1N(C2=CC=CC(=C2C1)NC1CCN(CC1)C[C@@H](C)OC(CC)=O)CC(F)(F)F)OC |r| (rac)-1-{4-[(2-{3-[(4-methanesulfonyl-2-methoxyphenyl)amino]prop-1-yn-1-yl}-1-(2,2,2-trifluoroethyl)-1H-indol-4-yl)amino]piperidin-1-yl}propan-2-ylpropanoate